methyl 5-(1-cyclopropyl-5-hydroxypyrazol-4-yl)-1-methyl-6-oxopyridine-3-carboxylate C1(CC1)N1N=CC(=C1O)C1=CC(=CN(C1=O)C)C(=O)OC